NC1=NC=NN2C1=CC=C2[C@@]2(OC[C@@H]1[C@H]2OC(O1)(C)C)C#N (3aR,4R,6R,6aR)-6-(4-aminopyrrolo[2,1-f][1,2,4]triazin-7-yl)-6-cyano-2,2-dimethyltetrahydrofuro[3,4-d][1,3]dioxol